(2S)-3-[(triphenylmethyl)sulfanyl]propane-1,2-diol C1(=CC=CC=C1)C(C1=CC=CC=C1)(C1=CC=CC=C1)SC[C@H](CO)O